ClC1=CC2=C(N=C(S2)C(=O)NCC2=CC(=C(C=C2)OC)OC)C=C1 6-chloro-N-(3,4-dimethoxybenzyl)benzo[d]thiazole-2-carboxamide